7-(8-((2,2-difluorobenzo[d][1,3]dioxol-5-yl)amino)-[1,2,4]triazolo[1,5-a]pyrazin-6-yl)-2,2-dimethyl-2H-pyrido[3,2-b][1,4]oxazin-3(4H)-one FC1(OC2=C(O1)C=CC(=C2)NC=2C=1N(C=C(N2)C2=CC=3OC(C(NC3N=C2)=O)(C)C)N=CN1)F